(12SR,13SR)-12,13-dihydroxy-oxacyclohexadecan-2-one O[C@H]1CCCCCCCCCC(OCCC[C@@H]1O)=O |r|